2-(4-methoxy-1H-pyrrolo[3,2-c]pyridin-1-yl)ethan-1-ol COC1=NC=CC2=C1C=CN2CCO